NC=1C(=NC=CC1C(C(C)C)=O)Cl 1-(3-amino-2-chloropyridin-4-yl)-2-methylpropan-1-one